tris(2-(4-n-hexylphenyl)quinoline) iridium (III) [Ir+3].C(CCCCC)C1=CC=C(C=C1)C1=NC2=CC=CC=C2C=C1.C(CCCCC)C1=CC=C(C=C1)C1=NC2=CC=CC=C2C=C1.C(CCCCC)C1=CC=C(C=C1)C1=NC2=CC=CC=C2C=C1